S=S1([N-]S(C2=C1C=CC=C2)(=O)=O)=O 3-thioxo-1λ6,3λ6,2-benzodithiazol-2-ide 1,1,3-trioxide